8-Bromo-[1,2,4]triazolo[1,5-a]pyridine-5-carboxylic acid BrC=1C=2N(C(=CC1)C(=O)O)N=CN2